Trans-(3-bromo-5-chloro-2-((3S,4R)-3-hydroxytetrahydro-2H-pyran-4-yl)thieno[3,2-b]pyridin-7-yl)(thiophen-2-ylmethyl)carbamic acid tert-butyl ester C(C)(C)(C)OC(N(CC=1SC=CC1)C1=C2C(=NC(=C1)Cl)C(=C(S2)[C@H]2[C@@H](COCC2)O)Br)=O